2'-chloro-5'-methoxy-N-(5-(8-methoxyimidazo[1,5-a]pyridine-5-carbonyl)-5,6-dihydro-4H-pyrrolo[3,4-d]thiazol-2-yl)-6-methyl-[4,4'-bipyridine]-3-carboxamide ClC1=NC=C(C(=C1)C1=C(C=NC(=C1)C)C(=O)NC=1SC2=C(N1)CN(C2)C(=O)C2=CC=C(C=1N2C=NC1)OC)OC